C1(CC1)CNC1=NC(N(C2=CC(=CC(=C12)OC)C(F)(F)F)C1=CC=CC=C1)=O 4-((cyclopropylmethyl)amino)-5-methoxy-1-phenyl-7-(trifluoromethyl)-quinazolin-2(1H)-one